[Na+].OCC(CS(=O)(=O)[O-])O 1,2-dihydroxy-3-propyl-sulfonate sodium